CC(C)(CCC(C)(OOC(C)(C)CC)C)OOC(C)(C)CC 2,5-dimethyl-2,5-di(tert-pentylperoxy)hexane